N-((1H-benzo[d]imidazol-2-yl)methyl)-6,7-dimethyl-3-oxo-4-((2S,3S,4R)-2,3,4,5-Tetrahydroxypentyl)-3,4-dihydroquinoxaline-2-carboxamide N1C(=NC2=C1C=CC=C2)CNC(=O)C2=NC1=CC(=C(C=C1N(C2=O)C[C@@H]([C@@H]([C@@H](CO)O)O)O)C)C